CNC(=O)C1CNCC1 N-methylpyrrolidine-3-carboxamide